FC1=C(OC2=C[C@]3(C(CN(C3)C[C@H](O)C=3C=C4CCC(NC4=CC3)=O)=C2)O)C(=CC=C1)F 6-((R)-2-((3ar,5R,6as)-5-(2,6-difluorophenoxy)-3a-hydroxycyclopenta[c]pyrrol-2(1H)-yl)-1-hydroxyethyl)-3,4-dihydroquinolin-2(1H)-one